ClC1=C(C(=O)N[C@H](C(=O)O)CC2=CC=C(C3=C2CC(O3)(C)C)C=3C(N(C2=CC=CC=C2C3)C)=O)C(=CC=C1)Cl (S)-2-(2,6-dichlorobenzamido)-3-(2,2-dimethyl-7-(1-methyl-2-oxo-1,2-dihydroquinolin-3-yl)-2,3-dihydrobenzofuran-4-yl)propionic acid